2-amino-1-(2-(2,4-difluoro-3-methylphenyl)-3-((4-fluorophenyl)amino)-8,8-dimethyl-5,6-dihydroimidazo[1,2-a]pyrazin-7(8H)-yl)ethan-1-one NCC(=O)N1C(C=2N(CC1)C(=C(N2)C2=C(C(=C(C=C2)F)C)F)NC2=CC=C(C=C2)F)(C)C